BrC=1C(=NC(=NC1)NC1=CC(=C(C=C1OC)N1CCN(CC1)C(C(F)(F)F)=O)C=1C=NN(C1)C)NC1=C(C=C(C=C1)C1CC1)P(=O)(OC)OC 1-(4-(4-((5-bromo-4-((4-cyclopropyl-2-(dimethylphosphono)phenyl)amino)pyrimidin-2-yl)amino)-5-methoxy-2-(1-methyl-1H-pyrazol-4-yl)phenyl)piperazin-1-yl)-2,2,2-trifluoroethane-1-one